P(=O)(OC1=CC=CC=C1)(OC1=CC=CC=C1)OC(CO)CO diphenyl 1,3-dihydroxypropan-2-yl phosphate